C12C(CC(CC1)=O)O2 4-epoxycyclohexanone